4-ethyl-6-(2-((2-(4-(trifluoromethoxy)phenyl)-1H-benzo[d]imidazol-1-yl)methyl)phenoxy)hexanoic acid ethyl ester C(C)OC(CCC(CCOC1=C(C=CC=C1)CN1C(=NC2=C1C=CC=C2)C2=CC=C(C=C2)OC(F)(F)F)CC)=O